COC1=CC=C(C=N1)CN1C2CN(CC1C2)C2=CC=C(C=N2)C=2C=1N(C=C(C2)OCCC2CCS(CC2)O)N=CC1C#N 4-(6-(6-((6-methoxypyridin-3-yl)methyl)-3,6-diazabicyclo[3.1.1]heptan-3-yl)pyridin-3-yl)-6-(2-(1-hydroxytetrahydro-2H-thiopyran-4-yl)ethoxy)pyrazolo[1,5-a]pyridine-3-carbonitrile